1-((4-nitrophenoxy)carbonyl)-1H-indazole-3-carboxylic acid [N+](=O)([O-])C1=CC=C(OC(=O)N2N=C(C3=CC=CC=C23)C(=O)O)C=C1